COC1=C(C=C(C=C1)[N+](=O)[O-])NC(C1=CC(=CC=C1)S(NC1=CC=C(C=C1)OC)(=O)=O)=O N-(2-methoxy-5-nitrophenyl)-3-(N-(4-methoxyphenyl)sulfamoyl)benzamide